[Ir].C1(=CC=CCCCC1)CO cyclooctadienemethanol iridium